9-benzyl-8-(2-chloro-3-(2-(piperazin-1-yl)ethoxy)phenyl)-6-(1-methylcyclopropoxy)-9H-purine C(C1=CC=CC=C1)N1C2=NC=NC(=C2N=C1C1=C(C(=CC=C1)OCCN1CCNCC1)Cl)OC1(CC1)C